2-(2-methoxyethyl)-1-[(1-(tert-butoxycarbonyl)hexahydropyridin-4-yl)methyl]thiophene COCCC=1S(C=CC1)CC1CCN(CC1)C(=O)OC(C)(C)C